N1CC(C1)CC(=O)NC1=CC(=CC=C1)OC(F)(F)F 2-(azetidin-3-yl)-N-(3-(trifluoromethoxy)phenyl)acetamide